2-(2-(trifluoromethyl)phenyl)acetic acid FC(C1=C(C=CC=C1)CC(=O)O)(F)F